[BH4-].C(C)(=O)OC(CC[N+](CCC)(CCC)CCC)(OC(C)=O)OC(C)=O triacetoxytetrapropylammonium borohydride